N1N=C(N=C1N)N 1H-[1,2,4]triazole-3,5-diamine